6-chloro-7-(2-fluoro-6-hydroxyphenyl)-1-(2-(2-methyl-2-propanyl)phenyl)-4-((2S)-2-methyl-4-(2-propenoyl)-1-piperazinyl)pyrido[2,3-d]pyrimidin-2(1H)-one ClC1=CC2=C(N(C(N=C2N2[C@H](CN(CC2)C(C=C)=O)C)=O)C2=C(C=CC=C2)C(C)(C)C)N=C1C1=C(C=CC=C1O)F